CP(OP(=O)(OCC)OCC)([O-])=O (diethoxyphosphoryl) methylphosphonate